γ-(aminophenyl)butyric acid NC1=C(C=CC=C1)CCCC(=O)O